[2-(difluoromethyl)-1H-indol-5-yl]methylamine FC(C=1NC2=CC=C(C=C2C1)CN)F